1,7-Heptandiamin C(CCCCCCN)N